N-(3-(N-(2-methoxyphenyl)sulfamoyl)phenyl)-5-methylthiophene-2-carboxamide COC1=C(C=CC=C1)NS(=O)(=O)C=1C=C(C=CC1)NC(=O)C=1SC(=CC1)C